FC1=C(C=CC(=C1F)OC)C1=CN=C(N1C)C(=O)NC1=CC(=C(C=C1)C(NCCNC(N[C@@H]1CNC[C@H]1O)=O)=O)C 5-(2,3-Difluoro-4-methoxyphenyl)-N-[4-[2-[[(3R,4R)-4-hydroxypyrrolidin-3-yl]carbamoylamino]ethylcarbamoyl]-3-methylphenyl]-1-methylimidazol-2-carboxamid